4-chloro-6-(3-(phenanthren-9-yl)phenyl)-2-phenylpyrimidine ClC1=NC(=NC(=C1)C1=CC(=CC=C1)C=1C2=CC=CC=C2C=2C=CC=CC2C1)C1=CC=CC=C1